FC1=C(C=C(C=C1)S(=O)(=O)C)C=1C2=C(C(N(C1)C)=O)N(C=C2)S(=O)(=O)C2=CC=C(C)C=C2 4-[2-Fluoro-5-(methanesulfonyl)phenyl]-6-methyl-1-tosyl-1H-pyrrolo[2,3-c]pyridin-7(6H)-one